(4-(3-methoxythietan-3-yl)phenyl)(5-(4-(trifluoromethyl)phenyl)hexahydropyrrolo[3,4-c]pyrrol-2(1H)-yl)methanone COC1(CSC1)C1=CC=C(C=C1)C(=O)N1CC2CN(CC2C1)C1=CC=C(C=C1)C(F)(F)F